CC1C(CCC1)N 2-methylcyclopentylamine